ClC1=C(C=CC=C1)N1CCC(CC1)CO (1-(2-chlorophenyl)piperidin-4-yl)methanol